O=C1C=CNC=2C=CC=C(C12)C(=O)N 4-oxo-1,4-dihydroquinoline-5-carboxamide